FC(C=1C=C(C=CC1F)NC(=O)C=1N(C(=C2C(NC(CCC21)(C)C)=O)C)C)F N-(3-(difluoromethyl)-4-fluorophenyl)-2,3,6,6-tetramethyl-4-oxo-2,4,5,6,7,8-hexahydropyrrolo[3,4-c]azepine-1-carboxamide